N-Cyclopropyl-N-(2-cyclopropylbenzyl)-3-(difluoromethyl)-5-fluoro-1-methyl-1H-pyrazole-4-carboxamide C1(CC1)N(C(=O)C=1C(=NN(C1F)C)C(F)F)CC1=C(C=CC=C1)C1CC1